(E)-4-(2-methyl-6-(quinolin-8-ylcarbamoyl)phenyl)penta-2,4-dienoic acid tert-butyl ester C(C)(C)(C)OC(\C=C\C(=C)C1=C(C=CC=C1C(NC=1C=CC=C2C=CC=NC12)=O)C)=O